CN(C(OC(C)(C)C)=O)CCCC=1OC(=NN1)C1=C(C=CC=C1)NC1=CC=C(C=C1)C(F)(F)F tert-butyl methyl(3-(5-(2-((4-(trifluoromethyl)phenyl)amino)phenyl)-1,3,4-oxadiazol-2-yl)propyl)carbamate